FC1=CC=C(C=C1)C=1C=NC2=CC=C(C=C2C1)C(C)N 1-(3-(4-fluorophenyl)quinolin-6-yl)ethylamine